COC(=O)C1=C(C=NC=C1)C1=CC=C(OCCCN2CCN(CC2)C(=O)OC(C)(C)C)C=C1 tert-butyl 4-(3-(4-(4-(methoxycarbonyl)pyridin-3-yl)phenoxy)propyl)piperazine-1-carboxylate